((2R,3R,5R)-5-(4-Butyramido-2-oxopyrimidin-1(2H)-yl)-4,4-difluoro-3-hydroxytetrahydrofuran-2-yl)methyl phenyl (S)-((S)-1-(1,3-dioxolan-2-yl)ethyl)phosphoramidate O1C(OCC1)[C@H](C)N[P@](OC[C@H]1O[C@H](C([C@@H]1O)(F)F)N1C(N=C(C=C1)NC(CCC)=O)=O)(OC1=CC=CC=C1)=O